titanium-nickel hydride [NiH2].[Ti]